NC(CCN(C(C(F)Cl)=O)NC(=O)[C@@H](CC(C)C)NC(=O)C=1NC2=CC=CC=C2C1)=O N-[(1R)-1-[[(3-Amino-3-oxo-propyl)-(2-chloro-2-fluoro-acetyl)amino]carbamoyl]-3-methyl-butyl]-1H-indole-2-carboxamide